BrC=1C(=NC(=CC1)OC)CC(C(C)C)NS(=O)C(C)(C)C N-[1-(3-bromo-6-methoxypyridin-2-yl)-3-methylbutan-2-yl]-2-methylpropan-2-sulfinamide